5-bromo-1-oxoisoindoline BrC=1C=C2CNC(C2=CC1)=O